COC1=C(C=CC=C1)C1(CC1)NC(=O)[C@@H]1CN(CC[C@H]1NC(=O)C1=NOC(=C1)C1=C(C=C(C=C1)F)F)CC1CC1 (3R,4R)-1-cyclopropylmethyl-4-{[5-(2,4-difluoro-phenyl)-isoxazole-3-carbonyl]-amino}-piperidine-3-carboxylic acid [1-(2-methoxy-phenyl)-cyclopropyl]-amide